1-[5-tert-butyl-2-[3-(dimethylaminomethyl)phenyl]pyrazol-3-yl]-3-[4-[(3-oxo-4H-pyrido[3,2-b][1,4]oxazin-8-yl)oxy]-2-(trifluoromethyl)phenyl]urea C(C)(C)(C)C=1C=C(N(N1)C1=CC(=CC=C1)CN(C)C)NC(=O)NC1=C(C=C(C=C1)OC1=CC=NC2=C1OCC(N2)=O)C(F)(F)F